(1S,2R,3S,4R,5S)-3-(benzyloxy)-4-(((trifluoromethyl) sulfonyl)oxy)-6,8-dioxabicyclo[3.2.1]octan-2-yl benzoate C(C1=CC=CC=C1)(=O)O[C@@H]1[C@@H]2CO[C@H]([C@@H]([C@H]1OCC1=CC=CC=C1)OS(=O)(=O)C(F)(F)F)O2